NC1=C(C(N(C2=CC(=C(C=C12)Cl)Cl)C1=CC=CC=C1)=O)C#N 4-amino-6,7-dichloro-2-oxo-1-phenyl-1,2-dihydroquinoline-3-carbonitrile